OC1(CC1)C(=O)OCC ethyl 1-hydroxycyclopropane-1-carboxylate